FC1=C(C=C(C=C1)F)C1(CCNCC1)C#N 4-(2,5-difluorophenyl)piperidine-4-carbonitrile